N-(5-propionyl-4-((2,3,5-trimethyl-3,5-dihydrospiro[imidazo[4,5-c][1,7]naphthyridine-4,3'-oxetan]-6-yl)amino)pyridin-2-yl)cyclopropanecarboxamide C(CC)(=O)C=1C(=CC(=NC1)NC(=O)C1CC1)NC1=NC=CC=2C3=C(N(C(=N3)C)C)C3(COC3)N(C12)C